C(C)(C)(C)OC(=O)N1CC(CC(C1)C(F)(F)F)=O 3-oxo-5-(trifluoromethyl)piperidine-1-carboxylic acid tert-butyl ester